2-(2-fluorobenzylidene)-6-hydroxybenzofuran-3(2H)-one FC1=C(C=C2OC3=C(C2=O)C=CC(=C3)O)C=CC=C1